3-ethylmethylimidazolium triflate salt [O-]S(=O)(=O)C(F)(F)F.C(C)[N+]1=C(NC=C1)C